N(=[N+]=[N-])CC=1C=CC(=C(C1)C(C)OCOC[C@@H]1[C@H](C[C@@H](O1)N1C(=O)NC(=O)C(C)=C1)O)[N+](=O)[O-] 5'-O-((1-(5-(azidomethyl)-2-nitrophenyl)ethoxy)methyl)thymidine